ClC1C(=C(C(=C(C1=O)C#N)Cl)Cl)Cl tetrachlorocyanocyclohexadienone